(2-aminoethyl)indol-2-one NCCC=1C(N=C2C=CC=CC12)=O